3,8-bis(1-(3,5-difluorophenylmethoxy)ethyl)porphyrin FC=1C=C(C=C(C1)F)COC(C)C=1C=C2NC1C=C1C=C(C(=N1)C=C1C=CC(N1)=CC=1C=CC(N1)=C2)C(C)OCC2=CC(=CC(=C2)F)F